2-(4-chloro-2-methylsulfonyl-phenyl)acetic acid ClC1=CC(=C(C=C1)CC(=O)O)S(=O)(=O)C